1,2-bis-(9Z-octadecanoyl)-sn-glycero-3-phosphoethanolamine C(CCCCCCCCCCCCCCCCC)(=O)OC[C@@H](OC(CCCCCCCCCCCCCCCCC)=O)COP(=O)(O)OCCN